Lithium (R)-2-(3-((3-chlorophenoxy)methyl)pyrrolidin-1-yl)-2-methylpropanoate ClC=1C=C(OC[C@H]2CN(CC2)C(C(=O)[O-])(C)C)C=CC1.[Li+]